CN1C=[N+](C=C1)C(C)C 1-methyl-3-isopropyl-imidazolium